(2S,3R)-3-((2-aminopyridin-4-yl)methyl)-N2-(1-methyl-1H-pyrazol-3-yl)-N1-((R)-1-(3-chloro-4-methylphenyl)propyl)-N2-methyl-4-oxoazetidine-1,2-dicarboxamide NC1=NC=CC(=C1)C[C@@H]1[C@H](N(C1=O)C(=O)N[C@H](CC)C1=CC(=C(C=C1)C)Cl)C(=O)N(C)C1=NN(C=C1)C